COC(C1=C(C=C(C(=C1)F)C1=CC=CC=2CN(COC21)C(C2=C(C=C(C=C2Cl)N2CC(C2)OC)Cl)=O)N2C1COCC2CC1)=O 4-[3-[2,6-Dichloro-4-(3-methoxyazetidin-1-yl)benzoyl]-2,4-dihydro-1,3-benzoxazin-8-yl]-5-fluoro-2-(3-oxa-8-azabicyclo[3.2.1]oct-8-yl)benzoic acid methyl ester